1-methyl-3-[(3-methyloxetan-3-yl)methoxy]-6-nitro-quinolin-2-one CN1C(C(=CC2=CC(=CC=C12)[N+](=O)[O-])OCC1(COC1)C)=O